C[N+]1=NC2=CC=CC=C2C(=C1)C(=O)NS(NC)(=O)=O 2-methyl-N-(methylsulfamoyl)cinnolin-2-ium-4-carboxamide